(S)-1-(3-((S)-3-((S)-sec-butyl)-2-oxo-1,2,3,5-tetrahydro-4H-benzo[e][1,4]diazepin-4-yl)-3-oxopropyl)pyrrolidine-2-carboxamide [C@H](C)(CC)[C@@H]1N(CC2=C(NC1=O)C=CC=C2)C(CCN2[C@@H](CCC2)C(=O)N)=O